CCCCCCCCCCCCCCCCCCCCCC(=O)OC[C@H](COP(=O)([O-])OCC[N+](C)(C)C)OC(=O)CCCCC/C=C\CCCCCCCCCC 1-docosanoyl-2-(7Z-octadecenoyl)-sn-glycero-3-phosphocholine